octadecane-5,13-diol CCCCC(CCCCCCCC(CCCCC)O)O